2,2,2-trichloro-1-[1-[1-(ethoxymethyl)cyclopropyl]pyrrol-3-yl]ethanone ClC(C(=O)C1=CN(C=C1)C1(CC1)COCC)(Cl)Cl